(S)-4-(1-(6-(1-amino-1,3-dihydrospiro[indene-2,4'-piperidin]-1'-yl)-4-oxo-4,5-dihydro-1H-pyrazolo[3,4-d]pyrimidin-3-yl)cyclopropyl)picolinonitrile N[C@@H]1C2=CC=CC=C2CC12CCN(CC2)C=2NC(C1=C(N2)NN=C1C1(CC1)C1=CC(=NC=C1)C#N)=O